C(C)C1CN(CC(O1)CC)CCN(CCN1CC(OC(C1)CC)CC)CCN1CC(OC(C1)CC)CC tris(2-(2,6-diethyl-4-morpholinyl)ethyl)amine